rac-N-(2-(5,5-difluorotetrahydro-2H-pyran-2-yl)-4-(2,4,5-trifluorophenyl)pyridin-3-yl)-2-isopropoxypyrimidine-5-carboxamide FC1(CC[C@@H](OC1)C1=NC=CC(=C1NC(=O)C=1C=NC(=NC1)OC(C)C)C1=C(C=C(C(=C1)F)F)F)F |r|